(S)-N-(chroman-4-yl)-2-(1,4-dimethyl-1H-pyrazol-5-yl)benzo[d]thiazole-6-carboxamide O1CC[C@@H](C2=CC=CC=C12)NC(=O)C1=CC2=C(N=C(S2)C2=C(C=NN2C)C)C=C1